N-(3-amino-3-oxopropyl)-6-(5-(4-chlorophenyl)-1-(2,4-dichlorophenyl)-4-methyl-1H-pyrazole-3-carboxamido)nicotinamide NC(CCNC(C1=CN=C(C=C1)NC(=O)C1=NN(C(=C1C)C1=CC=C(C=C1)Cl)C1=C(C=C(C=C1)Cl)Cl)=O)=O